4-bromo-2-methyl-1-tosyl-1,6-dihydro-7H-pyrrolo[2,3-c]pyridin-7-one BrC=1C2=C(C(NC1)=O)N(C(=C2)C)S(=O)(=O)C2=CC=C(C)C=C2